C(C)(C)(C)C1=CC=C(C=C1)NC(=O)N1CCN(CC1)CC1=C(C=C(C=C1)C(F)(F)F)N1CCC(CC1)C1=CC=CC=C1 N-(4-(tert-butyl)phenyl)-4-(2-(4-phenylpiperidin-1-yl)-4-(trifluoromethyl)benzyl)piperazine-1-carboxamide